NC=1C2=C(N=CN1)N(C=C2)[C@@H]2O[C@@H]([C@H]([C@H]2O)O)[C@@H]2OCCC1=CC(=C(C=C21)Cl)Cl (2R,3R,4S,5S)-2-(4-aminopyrrolo[2,3-d]pyrimidin-7-yl)-5-[(1R)-6,7-dichloroisochroman-1-yl]tetrahydrofuran-3,4-diol